3-bromo-5-(piperidin-1-yl)benzonitrile BrC=1C=C(C#N)C=C(C1)N1CCCCC1